3-(1,4-dimethyl-1H-benzo[d][1,2,3]triazol-5-yl)-3-(3-(((R)-2-ethyl-2,3-dihydro-[1,4]oxazepino[7,6-g]quinolin-4(5H)-yl)methyl)-4-methoxyphenyl)-2,2-dimethylpropanoic acid methyl ester COC(C(C(C1=CC(=C(C=C1)OC)CN1C[C@H](OC2=CC=3C=CC=NC3C=C2C1)CC)C1=C(C2=C(N(N=N2)C)C=C1)C)(C)C)=O